4-((6-cyano-1-methyl-2-oxo-1,2-dihydro-1,5-naphthyridin-4-yl)(cyclopropylmethyl)amino)benzoic acid methyl ester COC(C1=CC=C(C=C1)N(CC1CC1)C1=CC(N(C2=CC=C(N=C12)C#N)C)=O)=O